COC=1C=2N(C=C(N1)CO)C(=NC2)C2CCOCC2 [8-Methoxy-3-(tetrahydro-pyran-4-yl)-imidazo[1,5-a]pyrazin-6-yl]-methanol